(2S)-N-(3-methylquinuclidin-3-yl)-2-phenylpropionamide CC1(CN2CCC1CC2)NC([C@@H](C)C2=CC=CC=C2)=O